piperidine hydrochloride Cl.N1CCCCC1